BrC=1C=C(C=CC1)OB(O)O 3-bromophenyl-boric acid